FC(C(C(C(C(C(C(F)(F)[NH3+])(F)F)(F)F)(F)F)(F)F)(F)F)(CCCC(F)(F)F)F heptadecafluoroundecyl-ammonium